(1R)-2-(benzofuran-3-yl)-1-(5-thiaspiro[2.4]heptane-1-carboxamido)ethylboronic acid O1C=C(C2=C1C=CC=C2)C[C@H](NC(=O)C2CC21CSCC1)B(O)O